CC1(CC(N(C1)CC1=CC=C(C=C1)C1=NOC(=N1)C(F)(F)F)=O)C 4,4-dimethyl-1-[[4-[5-(trifluoro-methyl)-1,2,4-oxadiazol-3-yl]phenyl]methyl]pyrrolidin-2-one